4-(6-(6-(2-cyclopropylacetyl)-3,6-diazabicyclo[3.1.1]heptan-3-yl)pyridin-3-yl)-6-(2-hydroxy-2-methylpropoxy)pyrazolo[1,5-a]pyridine-3-carbonitrile C1(CC1)CC(=O)N1C2CN(CC1C2)C2=CC=C(C=N2)C=2C=1N(C=C(C2)OCC(C)(C)O)N=CC1C#N